(E)-N'-(1-(3,5-dimethoxyphenyl)ethylidene)-6-(4-ethoxyphenyl)pyrazine-2-carbohydrazide COC=1C=C(C=C(C1)OC)\C(\C)=N\NC(=O)C1=NC(=CN=C1)C1=CC=C(C=C1)OCC